FC(OC1=CC=C(C=C1)N1CC(C1)C1CN(CCC1)C1CC(OC1)=O)(F)F 4-(3-{1-[4-(trifluoromethoxy)phenyl]azetidin-3-yl}piperidin-1-yl)oxolan-2-one